O=C1N(CCC(N1)=O)C=1C=C(C(=O)N2CCC(CC2)N2CCC(CC2)CC(=O)O)C=CC1OC 2-(1'-(3-(2,4-dioxotetrahydropyrimidin-1(2H)-yl)-4-methoxybenzoyl)-[1,4'-bipiperidin]-4-yl)acetic acid